3-[1-(2,6-dioxo-3-piperidyl)-3-methyl-2-oxo-benzimidazol-4-yl]propanoic acid O=C1NC(CCC1N1C(N(C2=C1C=CC=C2CCC(=O)O)C)=O)=O